COC(=O)C1COC(O1)=O 5-(methoxycarbonyl)-2-oxo-1,3-dioxolane